3-morpholinopyrazin-2(1H)-one O1CCN(CC1)C=1C(NC=CN1)=O